FC1=C2C=C(NC2=CC=C1OC1=CC=NC2=CC(=C(C=C12)OC)OCCC1CC12CNCC2O)C (2-(4-(4-fluoro-2-methyl-1H-indol-5-yloxy)-6-methoxyquinolin-7-yloxy)ethyl)-5-azaspiro[2.4]-heptan-7-ol